(2r,3as,6s,6ar)-6-((2-amino-3-fluoroquinolin-7-yl)methyl)-2-(4-amino-7H-pyrrolo[2,3-d]pyrimidin-7-yl)-6a-methylhexahydro-3aH-cyclopenta[b]furan-3,3a-diol NC1=NC2=CC(=CC=C2C=C1F)C[C@@H]1CC[C@]2([C@@]1(O[C@H](C2O)N2C=CC1=C2N=CN=C1N)C)O